COCC[O-].COCC[O-].COCC[O-].[Al+3] aluminum tris(2-methoxyethoxide)